n-Eicosyl cinnamate C(C=CC1=CC=CC=C1)(=O)OCCCCCCCCCCCCCCCCCCCC